P(O)(=O)(N)OC[C@@H](N)CC1=CNC=N1 histidinol phosphoramidate